CN1N=C(C(=C1)N1C(N(C=2C=NC=3C=C(C(=CC3C21)C2=NNC=C2)OC)C)=O)C 1-(1,3-Dimethyl-1H-pyrazol-4-yl)-7-methoxy-3-methyl-8-(1H-pyrazol-3-yl)-1,3-dihydroimidazo[4,5-c]quinolin-2-one